N1(N=CC=C1)CC1=C(C=C(C(=O)N[S@](=O)(=N)C2=C(C=C(C=C2OC)OC)OC)C=C1)OC (R)-4-((1H-pyrazol-1-yl)methyl)-3-methoxy-N-(2,4,6-trimethoxyphenylsulfonimidoyl)benzamide